OC(CCC(=O)[O-])CCCCCCC.[Na+].OC1=CC=C(C=C1)CCC(C)=O 4-(p-hydroxyphenyl)-2-butanone sodium 4-hydroxyundecanoate